9-(4-chloro-2-fluoro-phenyl)-7-[rac-(2R,4S)-2-[2-(cyclopropylmethoxy)-4-pyridyl]tetrahydropyran-4-yl]-2,3-dimethyl-pyrimido[1,2-b]pyridazin-4-one ClC1=CC(=C(C=C1)C=1C=2N(N=C(C1)[C@@H]1C[C@@H](OCC1)C1=CC(=NC=C1)OCC1CC1)C(C(=C(N2)C)C)=O)F |r|